NC1=NNC2=C(C=CC(=C12)C1=CC=C(C2=CC=CC=C12)NC(=O)NC1=C(C=CC(=C1)C)F)OCCC(C)(C)N 1-(4-(3-amino-7-(3-amino-3-methylbutoxy)-1H-indazol-4-yl)naphthalen-1-yl)-3-(2-fluoro-5-methylphenyl)urea